L-valine tert-butyl ester C(C)(C)(C)OC([C@@H](N)C(C)C)=O